4-Methoxy-5-[1-(4-methoxy-5-{[trans-3-(trifluoromethyl)cyclobutyl]-methoxy}pyridine-2-carbonyl)-piperidin-4-yl]pyridin-2-amine COC1=CC(=NC=C1C1CCN(CC1)C(=O)C1=NC=C(C(=C1)OC)OC[C@@H]1C[C@H](C1)C(F)(F)F)N